2-((3-azabicyclo[3.2.1]oct-3-yl)methyl)-6-(3-((1s,3s)-3-methyl-1-(4-methyl-4H-1,2,4-triazol-3-yl)cyclobutyl)phenyl)-4-(trifluoromethyl)-1,6-dihydro-7H-pyrrolo[2,3-c]pyridin-7-one C12CN(CC(CC1)C2)CC2=CC1=C(C(N(C=C1C(F)(F)F)C1=CC(=CC=C1)C1(CC(C1)C)C1=NN=CN1C)=O)N2